6-Chloro-3-[(1R)-1-(3,6-dimethyl-4-oxo-2-pyrazolo[1,5-a]pyridin-6-yl-chromen-8-yl)ethoxy]pyridine-2-sulfonamide ClC1=CC=C(C(=N1)S(=O)(=O)N)O[C@H](C)C=1C=C(C=C2C(C(=C(OC12)C=1C=CC=2N(C1)N=CC2)C)=O)C